The molecule is a delta-lactam that is 2-piperidone substituted at position 3 by an amino group. It has a role as a human metabolite. It is a member of piperidones, a primary amino compound and a delta-lactam. C1CC(C(=O)NC1)N